C[C@@H]1N([C@@H](CCC1)C)CC#N 2-((2S,6R)-2,6-dimethylpiperidin-1-yl)acetonitrile